N,N-dimethyl-N'-(2-(6-methyl-4-(trifluoromethyl)pyridin-2-yl)-3-oxooctahydrocyclopenta[c]pyrrole-1-carbonyl)formohydrazonamide CN(C=NNC(=O)C1N(C(C2C1CCC2)=O)C2=NC(=CC(=C2)C(F)(F)F)C)C